benzylheptadecyldimethylammonium C(C1=CC=CC=C1)[N+](C)(C)CCCCCCCCCCCCCCCCC